ClC1=C(C=CC=C1)NC=1N=C(SC1C(=O)O)C1CC1 ((2-chlorophenyl)amino)-2-cyclopropylthiazole-5-carboxylic acid